NC1=C(C(N(C2=CC(=CC=C12)NCC(F)(F)F)C1=C(C=C(C=C1)N)C)=O)C(=O)OC Methyl 4-amino-1-(4-amino-2-methylphenyl)-7-((2,2,2-trifluoroethyl)amino)-2-oxo-1,2-dihydroquinoline-3-carboxylate